3,4,5-tris(glycidyloxymethyl)styrene C(C1CO1)OCC=1C=C(C=C)C=C(C1COCC1CO1)COCC1CO1